8-[(3-fluorophenyl)sulfonyl]-3,8-diazabicyclo[3.2.1]octane-3-carboxylic acid tert-butyl ester C(C)(C)(C)OC(=O)N1CC2CCC(C1)N2S(=O)(=O)C2=CC(=CC=C2)F